ClC1=C(O[C@@H](C(=O)OC)CC)C=C(C=C1)C (R)-Methyl 2-(2-chloro-5-methylphenoxy)butanoate